tert-butyl (R)-(3-((((9H-fluoren-9-yl)methoxy)carbonyl)amino)-4-(phenylthio)butyl)(methyl)carbamate C1=CC=CC=2C3=CC=CC=C3C(C12)COC(=O)N[C@H](CCN(C(OC(C)(C)C)=O)C)CSC1=CC=CC=C1